3-(((R)-7-((2S,4R)-2-(2,5-difluorophenyl)-4-(methylamino)piperidine-1-carbonyl)-7-azaspiro[4.5]dec-10-yl)methyl)-6-(2-methoxyphenyl)pyrimidin-4(3H)-one FC1=C(C=C(C=C1)F)[C@H]1N(CC[C@H](C1)NC)C(=O)N1CC2(CCCC2)[C@@H](CC1)CN1C=NC(=CC1=O)C1=C(C=CC=C1)OC